C(C)(C)(C)OC(=O)C1(CCC2(OCC(O2)CC)CC1)C Ethyl-8-methyl-1,4-dioxaspiro[4.5]decane-8-carboxylic acid tert-butyl ester